bis(tricyclopentylphosphine) palladium (II) dichloride [Pd](Cl)Cl.C1(CCCC1)P(C1CCCC1)C1CCCC1.C1(CCCC1)P(C1CCCC1)C1CCCC1